4-(4-cyanophenyl)-1-methyl-1H-pyrazole-3-carboxylic acid C(#N)C1=CC=C(C=C1)C=1C(=NN(C1)C)C(=O)O